COCC1C(CCCC1)COC 1,2-bis(methoxymethyl)cyclohexane